IC=1C(=NN2C1CC(CC2)(C)C)C(=O)OC methyl 3-iodo-5,5-dimethyl-6,7-dihydro-4H-pyrazolo[1,5-a]pyridine-2-carboxylate